C(C(=O)O)(=O)O.O1N=C(C2=C1C=CC=C2)C2CCN(CC2)CCN2C(C=1N(C=C2)C=C(C1)C)=O 2-[2-(4-benzo[d]isoxazol-3-yl-piperidin-1-yl)-ethyl]-7-methyl-2H-pyrrolo[1,2-a]pyrazin-1-one oxalate